ClC=1C=C(OC2C(C(C2(C)C)NC(=O)C=2N=NC(=CC2)N2CCN(CC2)CC=2C(=C3C(N(C(C3=CC2)=O)C2C(NC(CC2)=O)=O)=O)F)(C)C)C=CC1C#N N-((1r,3r)-3-(3-chloro-4-cyanophenoxy)-2,2,4,4-tetramethylcyclobutyl)-6-(4-((2-(2,6-dioxopiperidin-3-yl)-4-fluoro-1,3-dioxoisoindoline-5-yl)methyl)piperazin-1-yl)pyridazine-3-Formamide